NC(=CC(=O)OC)CC1=C(C=CC(=C1)C)[N+](=O)[O-] methyl 3-amino-4-(5-methyl-2-nitrophenyl)but-2-enoate